C(#C)N1CCCC1 ethynylpyrrolidin